ClC=1C=C2C(=NC(=NC2=C(C1C1=CC(=CC2=CC=CC=C12)O)F)OCC1(CC1)CN1CCCC1)N1CCCN(CCC1)C(C=C)=O 1-(5-(6-chloro-8-fluoro-7-(3-hydroxynaphthalen-1-yl)-2-((1-(pyrrolidin-1-ylmethyl)cyclopropyl)methoxy)quinazolin-4-yl)-1,5-diazocan-1-yl)prop-2-en-1-one